(3-bromothiophen-2-yl)(4-(2-((2-cyclohexylethyl)amino)phenyl)piperazin-1-yl) ketone BrC1=C(SC=C1)C(=O)N1CCN(CC1)C1=C(C=CC=C1)NCCC1CCCCC1